CC1=NC(=CC(=N1)NC1=CC2=C(C=N1)C(NN2C2=CC(=CC=C2)S(=O)(=O)C)=O)C 6-((2,6-dimethylpyrimidin-4-yl)amino)-1-(3-(methylsulfonyl)phenyl)-1,2-dihydro-3H-pyrazolo[4,3-c]pyridin-3-one